3-(prop-2-yn-1-yloxy)benzoic acid C(C#C)OC=1C=C(C(=O)O)C=CC1